C(C#CC#CCNC(=O)NCCCC(C)C)NC(=O)NCCCC(C)C 1,1'-(hexa-2,4-diyne-1,6-diyl)bis(3-(4-methylpentyl)urea)